OC=1C=C(C=CC1O)CCNC(=O)C1=CC(=C(C(=O)O)C=C1O)O 4-(2-(3,4-dihydroxyphenyl)ethylaminocarbonyl)-2,5-dihydroxybenzoic acid